(S)-quinuclidin-3-yl (6-fluoro-5-(3-isobutylphenyl)-2,2-dimethyl-2,3-dihydro-1H-inden-1-yl)carbamat FC1=C(C=C2CC(C(C2=C1)NC(O[C@@H]1CN2CCC1CC2)=O)(C)C)C2=CC(=CC=C2)CC(C)C